2-[6-amino-5-[4-[(1R,5S,7s)-3-oxa-9-azabicyclo[3.3.1]nonan-7-yl]-2-pyridyl]pyridazin-3-yl]-6-fluoro-phenol NC1=C(C=C(N=N1)C1=C(C(=CC=C1)F)O)C1=NC=CC(=C1)C1C[C@H]2COC[C@@H](C1)N2